(E)-3-(4-(allyloxy)-3-methoxyphenyl)-1-(4-(ethylsulfonyl)piperazin-1-yl)prop-2-en-1-one C(C=C)OC1=C(C=C(C=C1)/C=C/C(=O)N1CCN(CC1)S(=O)(=O)CC)OC